[N+](=O)([O-])C=1C=C(COC=2C=C3C(=CC(=NC3=CC2)C(=O)N2CCC(CC2)(C#N)C2=CC=CC=C2)C(=O)N2CCCCC2)C=CC1 1-(6-((3-nitrobenzyl)oxy)-4-(piperidine-1-carbonyl)quinoline-2-carbonyl)-4-phenyl-piperidine-4-carbonitrile